6-(2-amino-5-(4-(azetidin-3-yloxy)phenyl)-6-fluoropyridin-3-yl)-3,4-dihydroisoquinolin-1(2H)-one NC1=NC(=C(C=C1C=1C=C2CCNC(C2=CC1)=O)C1=CC=C(C=C1)OC1CNC1)F